N-hexylcyclohexane-1,4-diamine C(CCCCC)NC1CCC(CC1)N